O[C@@H]1CN(CC[C@@H]1OC)C(=O)OC(C)(C)C |r| cis-rac-tert-butyl 3-hydroxy-4-methoxypiperidine-1-carboxylate